(2R,3R,11bR)-3-(2,2-dimethylpropyl)-9-[(fluorocyclopropyl)methoxy]-10-methoxy-1H,2H,3H,4H,6H,7H,11bH-pyrido[2,1-a]isoquinolin-2-ol CC(C[C@H]1[C@@H](C[C@H]2N(CCC3=CC(=C(C=C23)OC)OCC2(CC2)F)C1)O)(C)C